C(#N)C=1C(=NC(=C(C1)F)C1=CN=C2N1N=C(C(=C2)OC)C2CC2)N[C@H]2CN(CCC2)C(=O)OC(C)(C)C tert-butyl (R)-3-((3-cyano-6-(6-cyclopropyl-7-methoxyimidazo[1,2-b]pyridazin-3-yl)-5-fluoropyridin-2-yl)amino)piperidine-1-carboxylate